(difluoromethyl)oxetan FC(F)C1OCC1